ClC1=C(C=CC(=C1)Cl)[C@@H]1OC2=C(OC1)C=CC=C2C2CCN(CC2)CC2=NC1=C(N2CC2(CC2)CF)C=C(C=C1)C(=O)O (S)-2-((4-(3-(2,4-dichlorophenyl)-2,3-dihydrobenzo[b][1,4]dioxin-5-yl)piperidin-1-yl)methyl)-1-((1-(fluoromethyl)cyclopropyl)methyl)-1H-benzo[d]imidazole-6-carboxylic acid